2-iodo-1-((2-(trimethylsilyl)ethoxy)methyl)-1,4,6,7-tetrahydro-5H-imidazo[4,5-C]pyridine-5-carboxylic acid tert-butyl ester C(C)(C)(C)OC(=O)N1CC2=C(CC1)N(C(=N2)I)COCC[Si](C)(C)C